N-(3-(N-(tert-butyl)sulfamoyl)phenyl)-4-(N-(1-methyl-cyclopropyl)sulfamoyl)-2-(6-azaspiro[2.5]octan-6-yl)benzamide C(C)(C)(C)NS(=O)(=O)C=1C=C(C=CC1)NC(C1=C(C=C(C=C1)S(NC1(CC1)C)(=O)=O)N1CCC2(CC2)CC1)=O